C1=CC(=CC=2OC3=C(C21)C=CC=C3)C3=CC=C2C(=CC1=CC=C(C4=CC=C3C2=C14)C=1C=CC4=C(OC2=C4C=CC=C2)C1)C1=NC2=CC=CC=C2N=C1C1=CC=CC=C1 2-(1,8-bis(dibenzo[b,d]furan-3-yl)pyren-4-yl)-3-phenylquinoxaline